Copper calcium nickel [Ni].[Ca].[Cu]